tert-butyl (S)-4-(4-(tert-butoxycarbonyl)-3-(cyanomethyl) piperazin-1-yl)-2-chloro-8-oxo-5,8-dihydropyrido[3,4-d]pyrimidine-7(6H)-carboxylate C(C)(C)(C)OC(=O)N1[C@H](CN(CC1)C=1C2=C(N=C(N1)Cl)C(N(CC2)C(=O)OC(C)(C)C)=O)CC#N